(2S,3R,4S,5R)-4-[[3-(3-methoxy-2-pyridinyl)-4,5-dimethyl-5-(trifluoromethyl)tetrahydrofuran-2-carbonyl]amino]pyridine-2-carboxamide COC=1C(=NC=CC1)[C@@H]1[C@H](O[C@]([C@H]1C)(C(F)(F)F)C)C(=O)NC1=CC(=NC=C1)C(=O)N